3-(bromomethyl)-5-methoxy-1-phenyl-1H-benzo[g]indazole BrCC1=NN(C2=C3C(=C(C=C12)OC)C=CC=C3)C3=CC=CC=C3